O=C1NC(CCC1C=1C=CC(=NC1)NC1CCN(CC1)C(=O)C1CCC(CC1)C(=O)OC(C)(C)C)=O tert-butyl (1s,4s)-4-(4-{[5-(2,6-dioxopiperidin-3-yl)pyridin-2-yl]amino}piperidine-1-carbonyl)cyclohexane-1-carboxylate